C(#N)C1=CC=2N(N=C1)C(=CC2)C2=CC(=C(C=N2)C2=NN=C(S2)N2CCC(CC2)C(=O)OCC)NC ethyl 1-(5-(6-(3-cyanopyrrolo[1,2-b]pyridazin-7-yl)-4-(methylamino)pyridin-3-yl)-1,3,4-thiadiazol-2-yl)piperidine-4-carboxylate